CC(C(C)C)(C)[Si](C)(C)Cl 1,1,2-trimethylpropyldimethylsilylchloride